4'-Cyclopropyl-5-methoxy-N-(4-(1-methyl-4-(trifluoromethyl)-1H-imidazol-2-yl)benzyl)-[2,5'-bipyrimidin]-4-amine C1(CC1)C1=NC=NC=C1C1=NC=C(C(=N1)NCC1=CC=C(C=C1)C=1N(C=C(N1)C(F)(F)F)C)OC